FC1=C2C(CCOC2=CC(=C1)F)=O 5,7-difluorochroman-4-one